N1=CC=C(C=C1)/C=C/C(=O)NC1=CC=C(C(=O)NCC2=CC=C(C=C2)OC(F)(F)F)C=C1 (E)-4-(3-(pyridin-4-yl)acrylamido)-N-(4-(trifluoromethoxy)benzyl)benzamide